C1C(=NC2=C(N1)N=C(NC2=O)N)CNC3=CC(=C(C=C3)C(=O)O)[O-] The molecule is a member of the class of pteroates that is the conjugate base of 2-hydroxy-7,8-dihydropteroic acid, obtained by deprotonation of the carboxy group. Major microspecies at pH 7.3. It is a member of pteroates and a hydroxybenzoate. It derives from a 7,8-dihydropteroate.